FC1(CCN(CC1)C(=O)C1=CC=2C3C(CN(C2C=C1)C1=CC2=C(C(N(N=C2)C)=O)N=C1)C3)F 3-(6-(4,4-difluoropiperidine-1-carbonyl)-1,1a,2,7b-tetrahydro-3H-cyclopropa[c]quinolin-3-yl)-7-methylpyrido[2,3-d]pyridazin-8(7H)-one